N-(4-((E)-2-(6-((E)-4-(diphenylamino)styryl)-2-naphthyl)vinyl)phenyl)-N-phenylaniline C1(=CC=CC=C1)N(C1=CC=C(/C=C/C=2C=C3C=CC(=CC3=CC2)/C=C/C2=CC=C(C=C2)N(C2=CC=CC=C2)C2=CC=CC=C2)C=C1)C1=CC=CC=C1